The molecule is an acetate ester that is ethyl acetate substituted by a pentyloxy group at position 2. It has a role as a metabolite. It is an acetate ester and an ether. CCCCCOCCOC(=O)C